tert-butyl 2-[2-(2-aminoethoxy)ethoxy]ethoxyacetate NCCOCCOCCOCC(=O)OC(C)(C)C